OCC(C)(C)NC(=O)C=1C=2C[C@@H]3[C@H](C2N(N1)C1=NC=NC=C1)C3 (1aR,5aR)-2-Pyrimidin-4-yl-1a,2,5,5a-tetrahydro-1H-2,3-diaza-cyclopropa[a]pentalene-4-carboxylic acid (2-hydroxy-1,1-dimethyl-ethyl)-amide